ClC1=CC=C(OCC2C3CN(CC23C=2C=C3C=NN(C3=CC2C)C2=CC=C(C=C2)F)S(=O)(=O)C2=NN(N=C2)C)C=C1 5-(6-((4-chlorophenoxy)methyl)-3-((2-methyl-2H-1,2,3-triazol-4-yl)sulfonyl)-3-azabicyclo[3.1.0]hexane-1-yl)-1-(4-fluorophenyl)-6-methyl-1H-indazole